FC(C(=O)O)(F)F.C(C1=CC=CC=C1)(=O)N benzamide trifluoroacetic acid salt